5-[5,7-difluoro-2-(4-fluorophenyl)-1H-indol-3-yl]-N-[1-(methoxymethyl)cyclopropyl]-1,3,4-oxadiazole-2-carboxamide FC=1C=C2C(=C(NC2=C(C1)F)C1=CC=C(C=C1)F)C1=NN=C(O1)C(=O)NC1(CC1)COC